3-(4-(piperazin-1-yl)piperidin-1-yl)azetidine-1-carboxylic acid tert-butyl ester C(C)(C)(C)OC(=O)N1CC(C1)N1CCC(CC1)N1CCNCC1